[O-]S(=O)(=O)C(F)(F)F.[Sn+2].[O-]S(=O)(=O)C(F)(F)F Tin (II) triflate